ethyl 2-(4,4,5,5-tetramethyl-1,3,2-dioxaborolan-2-yl)benzoate CC1(OB(OC1(C)C)C1=C(C(=O)OCC)C=CC=C1)C